tert-butyl 4-[2-[2-[2-[2-[2-(1,3-dioxoisoindolin-2-yl)ethoxy]ethoxy]ethoxy]ethoxy]ethoxy]piperidine-1-carboxylate O=C1N(C(C2=CC=CC=C12)=O)CCOCCOCCOCCOCCOC1CCN(CC1)C(=O)OC(C)(C)C